5-chloro-2-(N-((1S,2R)-2-(3-chloro-6-fluoro-2-methylphenyl)-1-(5-oxo-4,5-dihydro-1,3,4-oxadiazol-2-yl)propyl)sulfamoyl)benzamide ClC=1C=CC(=C(C(=O)N)C1)S(N[C@@H]([C@H](C)C1=C(C(=CC=C1F)Cl)C)C=1OC(NN1)=O)(=O)=O